O1CCN(CC1)C=1N=C(C2=C(N1)CCS2)N2CCN(CC2)CC=2C=C1CN(C(C1=CC2)=O)C2C(NC(CC2)=O)=O 3-(5-((4-(2-morpholino-6,7-dihydrothieno[3,2-d]pyrimidin-4-yl)piperazin-1-yl)methyl)-1-oxoisoindolin-2-yl)piperidine-2,6-dione